C(N)(OCC(C)C)=O i-butyl carbamate